C1(=CC=CC=C1)OC(OC1=CC=CC=C1)=O diphenyl-carbonate